1-[[2-(difluoromethoxy)pyridin-4-yl]methyl]-3-[2-hydroxy-2-(trifluoromethyl)cyclohexyl]urea FC(OC1=NC=CC(=C1)CNC(=O)NC1C(CCCC1)(C(F)(F)F)O)F